3-(2-((2-(2,6-dioxopiperidin-3-yl)-1,3-dioxoisoindolin-5-yl)amino)-2-oxoethoxy)propanoic acid O=C1NC(CCC1N1C(C2=CC=C(C=C2C1=O)NC(COCCC(=O)O)=O)=O)=O